4-(3-chloro-2-fluoro-6-methoxyphenyl)-6-methyl-N-(5-((((S)-1-methylsulfonylpyrrolidin-3-yl)oxy)methyl)-1,3,4-thiadiazol-2-yl)nicotinamide ClC=1C(=C(C(=CC1)OC)C1=CC(=NC=C1C(=O)NC=1SC(=NN1)CO[C@@H]1CN(CC1)S(=O)(=O)C)C)F